phosphoric acid 2-hydroxyethyl-acrylate (S)-methyl-4-((tert-butoxycarbonyl)amino)-5-((tert-butyldiphenylsilyl)oxy)pentanoate COC(CC[C@@H](CO[Si](C1=CC=CC=C1)(C1=CC=CC=C1)C(C)(C)C)NC(=O)OC(C)(C)C)=O.OCCOC(C=C)=O.P(O)(O)(O)=O